C(N)(OC12C(C(C1)(C2)C2=CC=CC=C2)C2CN(C2)C2=CC(=C(C(=C2)F)C2C(NC(CC2)=O)=O)F)=O 1-(4-(2,6-dioxopiperidin-3-yl)-3,5-difluorophenyl)azetidin-3-yl(3-phenylbicyclo[1.1.1]pentan-1-yl) carbamate